COC=1C=C(C=C(C1OC)OC)C(CC)=O 1-(3,4,5-Trimethoxyphenyl)propan-1-on